ClC=1C=C(C=CC1)C=1C=C(C(=NC1)C(=O)O)O 5-(3-CHLOROPHENYL)-3-HYDROXY-2-PYRIDINECARBOXYLIC ACID